3-(3-((2-((2-(4-(trifluoromethoxy)phenyl)-1H-benzo[d]imidazol-1-yl)methyl)benzyl)oxy)phenyl)propanoic acid FC(OC1=CC=C(C=C1)C1=NC2=C(N1CC1=C(COC=3C=C(C=CC3)CCC(=O)O)C=CC=C1)C=CC=C2)(F)F